sodium stearat C(CCCCCCCCCCCCCCCCC)(=O)[O-].[Na+]